C(C)(C)(C)C1=CC=C(CN(C)CC2=CC=CC3=CC=CC=C23)C=C1 N-(4-tert-butylbenzyl)-N-methyl-1-naphthylmethylamine